N,N-bis[3-(triethoxysilyl)propyl]urea C(C)O[Si](CCCN(C(=O)N)CCC[Si](OCC)(OCC)OCC)(OCC)OCC